methyl-3-oxo-3,4,5,6-tetrahydropyrazin CC1=NCCNC1=O